BrC=1SC2=C(N1)C(=CC1=C2OC(CO1)CNC(OC(C)(C)C)=O)F tert-butyl ((2-bromo-4-fluoro-7,8-dihydro-[1,4]dioxino[2',3':3,4]benzo[1,2-d]thiazol-8-yl)methyl)carbamate